FC1=C2C=CNC2=CC(=C1OC=1C=CC(=C(C1)C=1NC(=CN1)C1COC2=C(C=CC=C2C1)CC(=O)OCC)F)F Ethyl 2-[3-[2-[5-[(4,6-difluoro-1H-indol-5-yl)oxy]-2-fluoro-phenyl]-1H-imidazol-5-yl]chroman-8-yl]acetate